ClC1=CC=C2C(=CC(=NC2=C1Cl)C)C=1C=NNC1 7,8-dichloro-2-methyl-4-(1H-pyrazol-4-yl)quinoline